CN1N=CC=C1C1=NC=NN2C1=NN=C2C2=CC=NN2 8-(1-methyl-1H-pyrazol-5-yl)-3-(1H-pyrazol-5-yl)-[1,2,4]triazolo[3,4-f][1,2,4]triazine